NC1=C(C2=C(S1)CCC2)C(=O)OCC ethyl 2-amino-5,6-dihydro-4H-cyclopenta[b]thiophene-3-carboxylate